C(C1=CC=CC=C1)C=1N=C(NC(C1C#N)=O)SCC1=CC(=CC=C1)C1=NN=NN1 4-benzyl-6-oxo-2-[3-(1H-tetrazol-5-yl)-phenylmethylsulfanyl]-1,6-dihydro-pyrimidine-5-carbonitrile